3-chloro-N'-{[5-(pyrimidin-2-ylsulfanyl)furan-2-yl]methylidene}benzohydrazide ClC=1C=C(C(=O)NN=CC=2OC(=CC2)SC2=NC=CC=N2)C=CC1